[Na].FC(CNCCN(S(=O)(=O)NC(CC1=C2CCCC2=CC=2CCCC12)=O)C=1C=NN(C1)C)F N-({2-[(2,2-Difluoroethyl)amino]ethyl}(1-methyl-1H-pyrazol-4-yl)sulfamoyl)-2-(1,2,3,5,6,7-hexahydro-s-indacen-4-yl)acetamide sodium salt